O[C@@H](CC(=O)N[C@@H](C)C1=CC(=CC=C1)OC(F)(F)F)C(C)(C)C (S)-3-Hydroxy-4,4-dimethyl-N-[(1S)-1-[3-(trifluoromethoxy)phenyl]ethyl]pentanamid